BrC1=CC=CC(=N1)OCCCC(=O)OC methyl 4-[(6-bromo-2-pyridyl)oxy]butanoate